1-cyclopropyl-6-fluoro-7-(4-(4-(5-methyl-1,2,4-oxadiazol-3-yl) benzyl) piperazin-1-yl)-4-oxo-1,4-dihydroquinoline-3-carboxylate C1(CC1)N1C=C(C(C2=CC(=C(C=C12)N1CCN(CC1)CC1=CC=C(C=C1)C1=NOC(=N1)C)F)=O)C(=O)[O-]